C(#N)C1=NN(C2=CC=C(C=C12)N1N=CC(=C1)C(=O)O)CC(C)C 1-(3-cyano-1-isobutyl-1H-indazol-5-yl)-1H-pyrazole-4-carboxylic acid